2-(2-chloro-4-((R)-3-methylmorpholinyl)thieno[3,2-d]pyrimidin-7-yl)-2-hydroxyacetonitrile ClC=1N=C(C2=C(N1)C(=CS2)C(C#N)O)N2[C@@H](COCC2)C